N[C@H](C(=O)N[C@H](C(=O)OC(COC)C)CC(C)C)CCC1=NC2=C(N1C)C=CC(=C2)N(CCCl)CCCl (2-Methoxy-1-methyl-ethyl) (2S)-2-[[(2S)-2-amino-4-[5-[bis(2-chloroethyl)amino]-1-methyl-benzimidazol-2-yl]butanoyl]amino]-4-methyl-pentanoate